(2R)-2-(4-(2-(aminomethyl)-4-oxo-3,4-dihydroquinazolin-7-yl)-1-methyl-1H-pyrazol-5-yl)-4-chloro-3-fluoro-6-(3-methylazetidin-1-yl)benzonitrile NCC1=NC2=CC(=CC=C2C(N1)=O)C=1C=NN(C1C1=C(C#N)C(=CC(=C1F)Cl)N1CC(C1)C)C